((2-(methacryloyloxy) ethyl) dimethyl ammonio) butane-1-sulfonate C(CCC)S(=O)(=O)O[N+](C)(C)CCOC(C(=C)C)=O